CC(C#C)(CCC=C(CC)C)O 3,7-dimethyl-6-nonen-1-yn-3-ol